FC1=CC=C(C=C1)C=1C(C(=CN(C1)C(C)C)C(=O)O)=O 5-(4-fluorophenyl)-1-isopropyl-4-oxo-1,4-dihydropyridine-3-carboxylic acid